C(CCC)[C@@H]1N(S(C2=C(N(C1)C1=CC=C(C=C1)F)C=C(C(=C2)OCC2CC2)SC)(=O)=O)C (S)-1-(((3-Butyl-5-(4-fluorophenyl)-2-methyl-7-(methylthio)-1,1-dioxido-2,3,4,5-tetrahydro-1,2,5-benzothiadiazepin-8-yl)oxy)methyl)cyclopropan